3-hydroxy-1,3-dimethylcyclobutane-1-carboxylic acid OC1(CC(C1)(C(=O)O)C)C